COC1=NC=CC(=C1)C1=CC(N(N=C1)CC=1N(N=NC1C=1C=NC(=CC1)C)C)=O 5-(2-methoxy-4-pyridinyl)-2-[[3-methyl-5-(6-methyl-3-pyridinyl)triazol-4-yl]methyl]pyridazin-3-one